Cl.C1(=CC=CC=C1)NC1N(C(=NC(=N1)N)N1CCCC1)C=1C=C(C=CC1)C N-Phenyl-6-pyrrolidin-1-yl-N1-m-tolyl-[1,3,5]triazine-2,4-diamine hydrochloride